o-phenoxy-ethyl-phenoxy-2-(ethoxy)-ethyl-ethoxy-phenyl-ethyl acrylate C(C=C)(=O)OC(C(C1=C(C=CC=C1)OC1=CC=CC=C1)(OCC)CCOCC)(OC1=CC=CC=C1)CC